6-tert-butyl-10-methoxy-9-{2-[(2-methoxy-2-oxoethyl)amino]pyrimidin-5-yl}-2-oxo-6,7-dihydro-2H-pyrido[2,1-a]isoquinoline-3-carboxylic acid ethyl ester C(C)OC(=O)C=1C(C=C2N(C(CC3=CC(=C(C=C23)OC)C=2C=NC(=NC2)NCC(=O)OC)C(C)(C)C)C1)=O